C(C)(C)(C)N(C(O)=O)C[C@H](C)OC1=C(C(=C(C=C1)F)Br)CNCC.ClC=1C=CC(=C(C1)CC(=O)NC=1C=C(C(=O)NC2CNCCC2)C=CC1)O 3-[[2-(5-chloro-2-hydroxy-phenyl)acetyl]amino]-N-(3-piperidinyl)benzamide (S)-tert-butyl-(2-(3-bromo-2-((ethylamino)methyl)-4-fluorophenoxy)propyl)carbamate